[Na].[Pb].[Bi].[Sn] tin bismuth lead sodium salt